C(C)(C)C=1C(=NNC1C=1C=C(C=2N(C1)N=CN2)C)C2=CC=C(C=C2)[C@H](C)N(C(C)C)C (S)-N-(1-(4-(4-isopropyl-5-(8-methyl-[1,2,4]triazolo[1,5-a]pyridin-6-yl)-1H-pyrazol-3-yl)phenyl)ethyl)-N-methylpropan-2-amine